4-(4-(4-(dimethoxymethyl)piperidin-1-yl)phenyl)-3',4'-dihydro-2'H-spiro[isochromane-3,1'-naphthalen]-7-ol COC(C1CCN(CC1)C1=CC=C(C=C1)C1C2=CC=C(C=C2COC12CCCC1=CC=CC=C21)O)OC